C(C)C1=C2C(=CC(=C1)O2)C(C)C 2-ethyl-6-isopropyl-1,4-phenylene ether